2,2-diethyl-6-(3-(3-methoxythiophen-2-yl)-1,2,4-oxadiazol-5-yl)chroman-4-one C(C)C1(OC2=CC=C(C=C2C(C1)=O)C1=NC(=NO1)C=1SC=CC1OC)CC